2,4-difluoro-3-methoxy-5-tributylstannyl-benzonitrile FC1=C(C#N)C=C(C(=C1OC)F)[Sn](CCCC)(CCCC)CCCC